O(CC)C=1C=CC2=C(C=C(O2)C(=O)N)C1 5-ethoxyl-benzofuran-2-carboxamide